BrC=1C(=CC=2C3=C(C=NC2C1F)N=CN3C3CCN(CC3)C(=O)OC(C)(C)C)Cl tert-butyl 4-(7-bromo-8-chloro-6-fluoro-1H-imidazo[4,5-c]quinolin-1-yl)piperidine-1-carboxylate